(4-(1,3-dioxoisoindolin-2-yl)butyl)furan-2-carbaldehyde Oxime O=C1N(C(C2=CC=CC=C12)=O)CCCCC1=C(OC=C1)C=NO